C(C)(C)C1CNCCN1C 3-isopropyl-4-methylpiperazin